C[Si](OC)(OC)OC.[Pb] lead methyltrimethoxysilane